C(#N)C=1C=CC(=C2C=CC=NC12)N1C[C@@]2(C[C@@]2(C1)C(F)(F)F)C1=NN=C(O1)C12CCC(CC1)(CC2)NC(=O)[C@H]2NCCOC2 (S)-N-(4-(5-((1S,5R)-3-(8-cyanoquinolin-5-yl)-5-(trifluoromethyl)-3-azabicyclo[3.1.0]hex-1-yl)-1,3,4-oxadiazol-2-yl)bicyclo[2.2.2]octan-1-yl)morpholine-3-carboxamide